(1S,4R,5R)-6,8-Dioxabicyclo[3.2.1]octan-4-aminium 4-methylbenzene-1-sulfonate CC1=CC=C(C=C1)S(=O)(=O)[O-].[C@H]12CC[C@H]([C@H](OC1)O2)[NH3+]